(6-chloro-2-methylbenzofuran-3-yl)(4-hydroxy-3,5-diiodophenyl)methanone ClC1=CC2=C(C(=C(O2)C)C(=O)C2=CC(=C(C(=C2)I)O)I)C=C1